5-chloro-4-(trifluoromethylpyridin-2-yl)thiazole-5-carboxamide ClC1(C(=NCS1)C1=NC=CC=C1C(F)(F)F)C(=O)N